2-methylpropanethioate CC(C([O-])=S)C